CC(=O)N[C@@H](CC1=CN=CN1C)C(=O)[O-] The molecule is a monocarboxylic acid anion that is the conjugate base of N-acetyl-3-methyl-L-histidine, obtained by deprotonation of the carboxy group; major species at pH 7.3. It has a role as a human blood serum metabolite. It is a conjugate base of a N-acetyl-3-methyl-L-histidine.